C1(CC1)C1=CC(=NN1)NC1=NC(=NC=C1)N(C1CCN(CC1)CC(=O)NC1=CC(=CC=C1)C(F)(F)F)C 2-(4-((4-((5-cyclopropyl-1H-pyrazol-3-yl)amino)pyrimidin-2-yl)(methyl)amino)piperidin-1-yl)-N-(3-(trifluoromethyl)phenyl)acetamide